FC(OC=1C=C(C=CC1F)B1OC(C(O1)(C)C)(C)C)F 2-(3-(Difluoromethoxy)-4-fluorophenyl)-4,4,5,5-tetramethyl-1,3,2-dioxaborolane